CC=1SC(=C(N1)C(=O)O)C1=NC(=CC=C1)C 2-methyl-5-(6-methylpyridin-2-yl)-1,3-thiazole-4-carboxylic acid